beta-chloroethyl-trichlorosilane ClCC[Si](Cl)(Cl)Cl